4-(trifluoromethyl)-2-pyridinylamine FC(C1=CC(=NC=C1)N)(F)F